BrC1=NC(=NC=C1)N(C(OC(C)(C)C)=O)C(=O)OC(C)(C)C tert-Butyl (4-bromopyrimidin-2-yl)(tert-butoxycarbonyl)carbamate